(2R,3R,4R,5S)-2-(13-azido-2,5,8,11-tetraoxatridecyl)-5-((4-(trifluoromethyl)pyrimidin-2-yl)amino)tetrahydro-2H-pyran-3,4-diol N(=[N+]=[N-])CCOCCOCCOCCOC[C@H]1OC[C@@H]([C@H]([C@H]1O)O)NC1=NC=CC(=N1)C(F)(F)F